12-(2-methylpropyl)-12-azatricyclo[6.3.1.02,7]Dodeca-2,4,6-triene CC(CN1C2C3=CC=CC=C3C1CCC2)C